4,6-diphenyl-pyrimidine-2-yl-boric acid C1(=CC=CC=C1)C1=NC(=NC(=C1)C1=CC=CC=C1)OB(O)O